FC=1C=C(C=CC1O)NC(C=C)=O N-(3-fluoro-4-hydroxyphenyl)acrylamide